8-(4-chloro-2-fluorophenyl)-2,3-dimethyl-6-(6-oxa-9-azaspiro[4.5]dec-9-yl)pyrimido[5,4-d]pyrimidin-4(3H)-one ClC1=CC(=C(C=C1)C1=NC(=NC2=C1N=C(N(C2=O)C)C)N2CCOC1(CCCC1)C2)F